NC1=NC=C(C2=CC=C(C=C12)C1=CN=C2N1C=CC(=C2)F)C=2SC1=C(N2)C(CCC1)NC 2-(1-Amino-7-(7-fluoroimidazo[1,2-a]pyridin-3-yl)isoquinolin-4-yl)-N-methyl-4,5,6,7-Tetrahydrobenzo[d]thiazol-4-amine